Aminopropyltriethoxysilane NCCC[Si](OCC)(OCC)OCC